biphenyl-dimethanol C1(=C(C(=CC=C1)CO)CO)C1=CC=CC=C1